C(#N)C1=C(C(=C(C(=C1)C(C)C)NC(=O)NS(=O)(=O)C1=C(C=C(C=C1)S(NC)(=O)=O)CO)C(C)C)F 1-[4-cyano-3-fluoro-2,6-bis(propan-2-yl)phenyl]-3-[2-(hydroxymethyl)-4-(methylsulfamoyl)benzenesulfonyl]urea